6-oxohexyl (E)-dec-2-enoate C(\C=C\CCCCCCC)(=O)OCCCCCC=O